FC1=C(C=C(C=C1)N1CCC1)N1N=C2N=CC(=CC2=C1)C(C)C N-{4-fluoro-3-[5-(propan-2-yl)-2H-pyrazolo[3,4-b]pyridin-2-yl]phenyl}azetidine